2-FLUORO-3-FORMYLPHENYLBORONIC ACID FC1=C(C=CC=C1C=O)B(O)O